O=C[C@@H](O)[C@@H](O)[C@H](O)[C@H](O)[C@H](O)CO glyceromanno-heptose